CC1=NN(C(=C1B1OC(C(O1)(C)C)(C)C)C)C1OCCCC1 3,5-Dimethyl-1-(oxan-2-yl)-4-(4,4,5,5-tetramethyl-1,3,2-dioxaborolan-2-yl)-1H-pyrazole